NCC(=O)NC=1SC=C(N1)C1=CC(=CC=C1)Br 2-amino-N-(4-(3-bromophenyl)thiazol-2-yl)acetamide